6-bromo-1-methyl-1H-indole BrC1=CC=C2C=CN(C2=C1)C